(4Z)-4-(1,3-Benzoxazol-6-ylmethylene)-2-[[(1S,2S)-2-methoxycyclopentyl]amino]-1H-imidazol-5-one O1C=NC2=C1C=C(C=C2)\C=C\2/N=C(NC2=O)N[C@@H]2[C@H](CCC2)OC